2-phenyl-N-[(1s,4s)-4-{[2-(trifluoromethyl)quinolin-4-yl]amino}cyclohexyl]acetamide C1(=CC=CC=C1)CC(=O)NC1CCC(CC1)NC1=CC(=NC2=CC=CC=C12)C(F)(F)F